2-[(1R)-1-[3-(benzyloxy)phenyl]-1-cyclopropylethyl]-4,4,5,5-tetramethyl-1,3,2-dioxaborolane C(C1=CC=CC=C1)OC=1C=C(C=CC1)[C@](C)(C1CC1)B1OC(C(O1)(C)C)(C)C